CC1=CC=C(C=C1)S(=O)(=O)N1C=CC=2N(C(C=CC21)=O)CC(F)(F)F 1-(4-methylbenzenesulfonyl)-4-(2,2,2-trifluoroethyl)-1H,4H,5H-pyrrolo[3,2-b]pyridin-5-one